BrC=1C=C(C(=NC1)[C@H]1N([C@@H](CC2=CC(=C(C=C12)O)O)C)CC(CO[Si](C1=CC=CC=C1)(C1=CC=CC=C1)C(C)(C)C)(F)F)F (1S,3R)-1-(5-bromo-3-fluoropyridin-2-yl)-2-(3-((tert-butyldiphenylsilyl)oxy)-2,2-difluoropropyl)-3-methyl-1,2,3,4-tetrahydroisoquinoline-6,7-diol